CC1=NN(C=C1NC1=NC=C(C(=N1)NCCCNC(=O)C1COC1)C(F)(F)F)C1CN(CC1)C N-(3-((2-((3-methyl-1-(1-methylpyrrolidin-3-yl)-1H-pyrazol-4-yl)amino)-5-(trifluoromethyl)pyrimidin-4-yl)amino)propyl)oxetane-3-carboxamide